C(C=CC)(=O)N1C(CN(CC1)C1=NC(=NC=2CC(CCC12)N1CCCC2=CC=C(C=C12)F)N1CC(C1)N(C)C)CC#N 2-(1-(but-2-enoyl)-4-(2-(3-(dimethylamino)azetidin-1-yl)-7-(7-fluoro-3,4-dihydroquinolin-1(2H)-yl)-5,6,7,8-tetrahydroquinazolin-4-yl)piperazin-2-yl)acetonitrile